C1=CC=CC=2NCC3=C(C=CC21)C=CC=C3 5,6-dihydro-dibenzo[b,f]azocin